Tert-butyl (S)-6-(5-methyl-3-(2,2,5-trimethylpiperazin-1-yl)-1H-pyrazol-1-yl)-2-azaspiro[3.3]heptane-2-carboxylate CC1=CC(=NN1C1CC2(CN(C2)C(=O)OC(C)(C)C)C1)N1C(CN[C@H](C1)C)(C)C